7-(8-ethynyl-7-fluoronaphthalen-1-yl)-8-fluoropyrido[4,3-d]-pyrimidine C(#C)C=1C(=CC=C2C=CC=C(C12)C1=C(C=2N=CN=CC2C=N1)F)F